FC1=CC=C(C=C1)N([C@H]1[C@H](CNCC1)C)C (3S,4R)-N-(4-fluorophenyl)-N,3-dimethyl-piperidin-4-amine